ClC1=C(C=CC(=C1)C(=O)N1C[C@@H](CC1)NC1=NC=C(C=N1)Cl)NC(\C=C\CN(C)C)=O (R,E)-N-(2-chloro-4-(3-((5-chloropyrimidin-2-yl)amino)pyrrolidine-1-carbonyl)phenyl)-4-(dimethylamino)but-2-enamide